N1N=CC(=C1)N(C(\C=C\C1=CC=C(C=C1)C)=O)CC=1SC=CC1 (E)-N-(1H-pyrazol-4-yl)-N-(thiophen-2-ylmethyl)-3-p-tolyl-acrylamide